phenothiazinium C1=CC=CC=2SC3=CC=CC=C3[NH2+]C12